4,5-dihydro-1,4-oxaazepine O1C=CNCC=C1